C1(CC1)CN1C(=CC2=CC=CC=C12)C1=NC2=C(N1C)C(=CC(=C2)C(=O)N2C[C@@H](CCC2)NC(OC(C)(C)C)=O)OC (R)-tert-butyl (1-(2-(1-(cyclopropylmethyl)-1H-indol-2-yl)-7-methoxy-1-methyl-1H-benzo[d]imidazole-5-carbonyl)piperidin-3-yl)carbamate